NC=1C=CC(=C(NC=2C=CC3=NCN(C=C3N2)C)C1)C 6-(5-amino-2-methyl-anilino)-3-methyl-pyrido[3,2-d]pyrimidin